8-spiro[1,2-dihydro-indol-3,1'-cyclopropan]-7-yl-5H-[1,2,4]triazolo[4,3-a]quinoxaline C12(CC1)CNC1=C(C=CC=C12)C1=CC=C2NC=C3N(C2=C1)CN=N3